bis[4-(3,4-dicarboxyphenoxy) phenyl] sulfone C(=O)(O)C=1C=C(OC2=CC=C(C=C2)S(=O)(=O)C2=CC=C(C=C2)OC2=CC(=C(C=C2)C(=O)O)C(=O)O)C=CC1C(=O)O